3-[(3aR,9bR)-7-[(2,5-dichlorophenyl)methoxy]-9b-(4-fluorobenzenesulfonyl)-1H,2H,3H,3aH,4H,5H,9bH-benzo[e]indole-3-carbonyl]-1λ6-thiolane-1,1-dione ClC1=C(C=C(C=C1)Cl)COC1=CC2=C([C@@]3(CCN([C@@H]3CC2)C(=O)C2CS(CC2)(=O)=O)S(=O)(=O)C2=CC=C(C=C2)F)C=C1